2-[(1S)-1-cyclohexylethoxy]-5-fluoro-N-(5-methyl-1,2-oxazol-4-yl)-4-(3-oxo-5,6,7,8-tetrahydro[1,2,4]triazolo[4,3-a]pyridin-2(3H)-yl)benzamide C1(CCCCC1)[C@H](C)OC1=C(C(=O)NC=2C=NOC2C)C=C(C(=C1)N1N=C2N(CCCC2)C1=O)F